C12(CC3CC(CC(C1)C3)C2)C=2C=C(C=CC2OCOC)[Si](C)(C)C(C)(C)C (3-(1-adamantyl)-4-(methoxymethoxy)phenyl)(tert-butyl)dimethylsilane